(R)-4-chloro-5-(3-((4-(4-(trifluoromethoxy)phenyl)pyridin-2-yl)oxy)pyrrolidin-1-yl)pyridazin-3(2H)-one ClC=1C(NN=CC1N1C[C@@H](CC1)OC1=NC=CC(=C1)C1=CC=C(C=C1)OC(F)(F)F)=O